cerium(IV) oxide [O-2].[Ce+4].[O-2]